C1(CCCCC1)NC=CN 2-(cyclohexylamino)vinylamine